9-(3-cyanocyclobutoxy)-2-(4-cyclobutylphenyl)-2,3,4,5a,6,7,8,9-octahydro-5H-1,2,5,7-tetraazabenzo[cd]azulene-5-carboxylate C(#N)C1CC(C1)OC1CNCC2C3=C(N(N=C13)C1=CC=C(C=C1)C1CCC1)CCN2C(=O)[O-]